6-({3-[2-(4-chloro-3-fluorophenoxy)acetamido]bicyclo[1.1.1]pentane-1-carbonyl}amino)pyridine-3-carboxylic acid ethyl ester C(C)OC(=O)C=1C=NC(=CC1)NC(=O)C12CC(C1)(C2)NC(COC2=CC(=C(C=C2)Cl)F)=O